C1(=CC=CC=C1)C(C1=CC=CC=C1)=C1NCCCC1 (diphenylmethylene)piperidine